C(C)C(CO)CCCCO 2-ethylhexane-1,6-diol